COC=1C=C2C(=CC=NC2=CC1C(=O)N)OC[C@@H]1[C@H]2C[C@H]2C(N1)=O 6-methoxy-4-{[(1S,2S,5R)-4-oxo-3-azabicyclo[3.1.0]hex-2-yl]methoxy}quinoline-7-carboxamide